1-chloro-2-methyleicosane ClCC(CCCCCCCCCCCCCCCCCC)C